(S)-4-(1-(6-(4-fluoro-1H-pyrazol-1-yl)pyridin-3-yl)ethyl)-1-methyl-1,4,9-triazaspiro[5.5]undecan-5-one FC=1C=NN(C1)C1=CC=C(C=N1)[C@H](C)N1CCN(C2(C1=O)CCNCC2)C